N=1C(=NCC1)C=O 4H-imidazole-2-carbaldehyde